phenyl (1-((4-chloro-2-methoxy-5-(1-methylcyclopropyl)phenyl)-ethynyl)cyclopropyl)carbamate ClC1=CC(=C(C=C1C1(CC1)C)C#CC1(CC1)NC(OC1=CC=CC=C1)=O)OC